BrC1=CC2=C(C(C(CO2)N)C)C=C1 7-bromo-4-methyl-3,4-dihydro-2H-1-benzopyran-3-amine